(S)-(((1-(2-chlorophenyl)-2-oxocyclohexyl)(methyl)carbamoyl)oxy)methyl (2,2,2-trifluoroacetyl)glycinate FC(C(=O)NCC(=O)OCOC(N(C)[C@]1(C(CCCC1)=O)C1=C(C=CC=C1)Cl)=O)(F)F